tert-butyl (3S,4S)-3-fluoro-4-[[6-(6-phenoxyimidazo[1,2-b]pyridazin-3-yl)-2-pyridyl]amino]pyrrolidine-1-carboxylate F[C@H]1CN(C[C@@H]1NC1=NC(=CC=C1)C1=CN=C2N1N=C(C=C2)OC2=CC=CC=C2)C(=O)OC(C)(C)C